C(C)(=O)C1=C(C(=O)OC)C=CC=C1 methyl o-acetylbenzoate